C(C)C1=NC(=NC(=C1)C1NC2=C(CCC1)C=CC=C2)N 4-Ethyl-6-(1,3,4,5-tetrahydro-2H-benzazepin-2-yl)pyrimidin-2-amine